ClC1=C(C=C(C=C1)C=O)F (4-chloro-3-fluorophenyl)methanone